Cl.C1(CC1)CNCC(F)(F)F N-(cyclopropylmethyl)-2,2,2-trifluoroethan-1-amine hydrochloride